CCCCC/C=C\C/C=C\CCCCCCCCOC(C)C(N(C)C)OCCCCCCCC/C=C\C/C=C\CCCCC 1,2-dilinoleyloxy-N,N-Dimethylaminopropane